4-(3-fluorophenyl)-1-(methylamino)-6-(trifluoromethyl)-3H-pyrido[1,2-c]pyrimidin-3-one FC=1C=C(C=CC1)C1=C2N(C(=NC1=O)NC)C=CC(=C2)C(F)(F)F